BrC1=CC(=C(CNC2=NN(C=N2)C)C(=C1)C)C N-(4-bromo-2,6-dimethylbenzyl)-1-methyl-1H-1,2,4-triazol-3-amine